C(C)OC(C(=O)C1C(C(=CCC1)OCC)=O)=O (3-ethoxy-2-oxocyclohex-3-en-1-yl)-2-oxoacetic acid ethyl ester